boric acid tri(2,2,2-trifluoroethyl) ester FC(COB(OCC(F)(F)F)OCC(F)(F)F)(F)F